N-{5-[2-ethoxyethenyl]-1-{[2-(trimethylsilyl)ethoxy]methyl}imidazol-2-yl}-4-methylquinazolin-2-amine C(C)OC=CC1=CN=C(N1COCC[Si](C)(C)C)NC1=NC2=CC=CC=C2C(=N1)C